C1(=CC=C(C=C1)C=1C=C2C(=CN1)NC(=C2)C(=O)O)C2=CC=CC=C2 5-([1,1'-biphenyl]-4-yl)-1H-pyrrolo[2,3-c]pyridine-2-carboxylic acid